CCCCCC/C=C\CCCCCCCC(=O)O[C@H](COC(=O)CCCCCCC/C=C\C/C=C\CCCC)COP(=O)(O)OC[C@H](CO)O 1-(9Z,12Z-heptadecadienoyl)-2-(9Z-hexadecenoyl)-glycero-3-phospho-(1'-sn-glycerol)